N-((S)-1-(((S)-1-amino-1-oxo-3-((S)-2-oxopyrrolidin-3-yl)propan-2-yl)amino)-1-oxopent-4-yn-2-yl)-4-methoxy-1H-indole-2-carboxamide NC([C@H](C[C@H]1C(NCC1)=O)NC([C@H](CC#C)NC(=O)C=1NC2=CC=CC(=C2C1)OC)=O)=O